(3S)-3-(Aminomethyl)-1-(1-(4-methoxyphenyl)ethyl)pyrrolidin-2-one NC[C@H]1C(N(CC1)C(C)C1=CC=C(C=C1)OC)=O